2-(fluoromethyl)azetidin-3-ol FCC1NCC1O